ClC=1C(=CC2=C(C[C@](O2)(C2=CC=CC=C2)CNC(OC(C)(C)C)=O)C1B1OC(C(O1)(C)C)(C)C)F (S)-tert-butyl ((5-chloro-6-fluoro-2-phenyl-4-(4,4,5,5-tetramethyl-1,3,2-dioxaborolan-2-yl)-2,3-dihydrobenzofuran-2-yl)methyl)carbamate